C(C)C1C(CN(CC1)C(=O)OC(C)(C)C)C=1OC(=CN1)C1=CC(=C(C=C1)OC)C tert-butyl 4-ethyl-3-[5-(4-methoxy-3-methyl-phenyl)oxazol-2-yl]piperidine-1-carboxylate